N-(3-(hydroxymethyl)tetrahydro-2H-pyran-3-yl)-2-methyl-5-((4-methylthiazol-5-yl)methoxy)benzofuran-3-carboxamide OCC1(COCCC1)NC(=O)C1=C(OC2=C1C=C(C=C2)OCC2=C(N=CS2)C)C